FC1=C(C=C(C=C1)NC(=O)C=1N(C=C2C1OCC1C(NS2(=O)=O)CN(C1)C(=O)C1=NOC(=C1)C)C)C N-(4-fluoro-3-methylphenyl)-7-methyl-2-(5-methylisoxazole-3-carbonyl)-2,3,3a,4,10,10a-hexahydro-1H,7H-dipyrrolo[3,4-b:3',4'-f][1,4,5]oxathiazocine-8-carboxamide 5,5-dioxide